[Si](C)(C)(C(C)(C)C)OCC(C1=CC(=C(C=C1)F)F)N1C(NCC1=O)=O 3-{2-[(Tert-Butyldimethylsilyl)oxy]-1-(3,4-difluorophenyl)ethyl}imidazolidine-2,4-dione